C1(CC1)C1=CC=C(C=C1)C(C)N1N=CC2=C(C=CC=C12)C#CC 1-(1-(4-cyclopropylphenyl)ethyl)-4-(propane-1-yn-1-yl)-1H-indazole